(1S,3S)-N1-(5-(difluoromethoxy)pyrimidin-2-yl)cyclohexane-1,3-diamine FC(OC=1C=NC(=NC1)N[C@@H]1C[C@H](CCC1)N)F